2-((S)-4-(7-(8-chloronaphthalen-1-yl)-2-(((S)-1-methylpyrrolidin-2-yl)methoxy)-5,6,7,8-tetrahydropyrido[3,4-d]pyrimidin-4-yl)-1-((S)-2-fluoropropanoyl)piperazin-2-yl)acetonitrile ClC=1C=CC=C2C=CC=C(C12)N1CC=2N=C(N=C(C2CC1)N1C[C@@H](N(CC1)C([C@H](C)F)=O)CC#N)OC[C@H]1N(CCC1)C